N(=[N+]=[N-])C1CC[C@H](O[C@@H]1O[C@H]1[C@@H]([C@H]([C@@H](C[C@@H]1N=[N+]=[N-])N=[N+]=[N-])O)O)[C@@H](COCC1=CC=CC=C1)N(C(OCC1=CC=CC=C1)=O)CC1=CC=CC=C1 benzyl N-[(1R)-1-[(2S,6R)-5-azido-6-[(1R,2R,3S,4R,6S)-4,6-diazido-2,3-dihydroxy-cyclohexoxy]tetrahydropyran-2-yl]-2-benzyloxy-ethyl]-N-benzyl-carbamate